C(C)(=O)N1CC(C1)OC1=CC=C(C=C1)NC1=NC2=C(C=CC=C2C=N1)C=1C=C(C=CC1)NC(C=C)=O N-(3-(2-((4-((1-acetylazetidin-3-yl)oxy)phenyl)amino)quinazolin-8-yl)phenyl)acrylamide